O1[C@@H](CC1)CN1C(=NC2=C1C=C(C=C2)C(=O)O)CN2CCC(CC2)C2=NC(=CC=C2)C2CC1=CC=CC=C1CC2 1-((S)-oxetan-2-ylmethyl)-2-((4-(6-(1,2,3,4-tetrahydronaphthalen-2-yl)pyridin-2-yl)piperidin-1-yl)methyl)-1H-benzo[d]imidazole-6-carboxylic acid